ClC=1C(=NC(=NC1)NC1=C(C=C(C=C1)N1CCNCC1)OC)NC1=C(C=CC=C1)N(S(=O)(=O)C)C N-(2-((5-chloro-2-((2-methoxy-4-(piperazin-1-yl)phenyl)amino)pyrimidin-4-yl)amino)phenyl)-N-methylmethanesulfonamide